chromous fluoride [F-].[Cr+2].[F-]